FC(C(=O)O)(F)F.N[C@@H]1COCC[C@H]1C1=C(C2=NC(=CC(=C2S1)NCC=1SC=CC1)Cl)Br 2-((3S,4R)-3-aminotetrahydro-2H-pyran-4-yl)-3-bromo-5-chloro-N-(thiophen-2-ylmethyl)thieno[3,2-b]pyridin-7-amine trifluoroacetate